O=C1N(CC2=CC(=CC=C12)O[C@H]1[C@@H](CCCC1)N1CC(C1)C1=CC=NC2=CC=CC=C12)C1C(NC(CC1)=O)=O 3-(1-oxo-5-(((1R,2R)-2-(3-(quinolin-4-yl)azetidin-1-yl)-cyclohexyl)oxy)isoindolin-2-yl)piperidine-2,6-dione